p-isopropenyl-alpha-methylstyrene C(=C)(C)C1=CC=C(C(=C)C)C=C1